NC=1C(=C(C(=O)OC)C=C(C1OC)Br)O methyl 3-amino-5-bromo-2-hydroxy-4-methoxybenzoate